N-[3-(benzylcarbamoyl)-4-chlorophenyl]1-methyl-3-(pentafluoroethyl)-4-(trifluoromethyl)-1H-pyrazole-5-carboxamide C(C1=CC=CC=C1)NC(=O)C=1C=C(C=CC1Cl)NC(=O)C1=C(C(=NN1C)C(C(F)(F)F)(F)F)C(F)(F)F